C(=O)(OC(C)(C)C)N1CC(C=CC=C1)=O N-Boc-3-azepinone